FC1=C(C=CC(=C1)F)CC=1N2N3C(CCC(N(C(C2=C(C(C1C(=O)N)=O)O)=O)C3)CF)C (2,4-difluorophenyl)methyl-10-(fluoromethyl)-6-hydroxy-13-methyl-5,8-dioxo-1,2,9-triazatricyclo[7.4.1.02,7]tetradeca-3,6-diene-4-carboxamide